C(C)(C)(C)C1=CC(=C(C(=C1)Cl)Cl)Cl 1-t-butyl-3,4,5-trichlorobenzene